C(=O)[O-].[Cu+2].C(=O)[O-] copper(iI) formate